2-Chloro-4-(2-(6-hydroxy-2-azaspiro[3.3]heptan-2-yl)ethoxy)benzaldehyde ClC1=C(C=O)C=CC(=C1)OCCN1CC2(C1)CC(C2)O